Ethyl 3-[4-[2-[5-[(6,7-difluoro-4-sulfamoyl-1H-indol-5-yl)oxy]-2-fluoro-phenyl]-1H-imidazol-4-yl]-4-methyl-chroman-8-yl]propanoate FC1=C(C(=C2C=CNC2=C1F)S(N)(=O)=O)OC=1C=CC(=C(C1)C=1NC=C(N1)C1(CCOC2=C(C=CC=C12)CCC(=O)OCC)C)F